C(C1=CC=CC=C1)OC=1C=CC2=C(C(=C(O2)C)C(=O)NC2C(NCCC2)=O)C1 5-(benzyloxy)-2-methyl-N-(2-oxopiperidin-3-yl)benzofuran-3-carboxamide